C(C1=CC=CC=C1)OC=1C=C(C2=C(CN(S(O2)(=O)=O)C(=O)OC(C)(C)C)C1)C tert-butyl 6-(benzyloxy)-8-methyl-2,2-dioxo-2H-1,2λ6,3-benzoxathiazine-3(4H)-carboxylate